2-(2-((5-Bromo-2-((2-methoxy-5-methyl-4-(4-(4-methylpiperazin-1-yl)piperidin-1-yl)Phenyl)amino)pyrimidin-4-yl)amino)-4-methylphenyl)propan-2-ol BrC=1C(=NC(=NC1)NC1=C(C=C(C(=C1)C)N1CCC(CC1)N1CCN(CC1)C)OC)NC1=C(C=CC(=C1)C)C(C)(C)O